3-bromo-6-(5-fluoro-2-(1-methyl-1H-1,2,4-triazol-3-yl)benzyl)-7,8-dihydro-1,6-naphthyridin-5(6H)-one BrC=1C=NC=2CCN(C(C2C1)=O)CC1=C(C=CC(=C1)F)C1=NN(C=N1)C